acetic acid 1-(4-(2-(3,4-dimethoxyphenyl)-3-ethyl-1H-indol-5-yl) piperidin-1-yl)-2-methyl-1-oxoprop-2-yl ester COC=1C=C(C=CC1OC)C=1NC2=CC=C(C=C2C1CC)C1CCN(CC1)C(C(C)(C)OC(C)=O)=O